(R)-N-(2-Methoxy-5-(4-(trifluoromethoxy)phenoxy)phenyl)-1-methyl-5-oxo-pyrrolidine-2-carboxamide COC1=C(C=C(C=C1)OC1=CC=C(C=C1)OC(F)(F)F)NC(=O)[C@@H]1N(C(CC1)=O)C